ClC1=C(C(=CC=C1)Cl)N1CC(C1)C1=CC(=C(CN2CCC(CC2)C(=O)OC)C(=C1)CC)CC methyl 1-(4-(1-(2,6-dichlorophenyl)azetidin-3-yl)-2,6-diethylbenzyl)piperidine-4-carboxylate